3-[3-methyl-5-[4-[[4-[(4-methyl-4-piperidyl)methyl]-1-piperidyl]methyl]-1-piperidyl]-2-oxo-benzimidazol-1-yl]piperidine-2,6-dione trifluoroacetate FC(C(=O)O)(F)F.CN1C(N(C2=C1C=C(C=C2)N2CCC(CC2)CN2CCC(CC2)CC2(CCNCC2)C)C2C(NC(CC2)=O)=O)=O